FC(/C=C/C(=O)N(C1CC(C1)(OC=1C=2N(C=C(N1)C=1C=NN(C1)C)N=CC2)C)C)(F)F (E)-4,4,4-trifluoro-N-methyl-N-((1s,3s)-3-methyl-3-((6-(1-methyl-1H-pyrazol-4-yl)pyrazolo[1,5-a]pyrazin-4-yl)oxy)cyclobutyl)but-2-enamide